4-[3-[2,6-Dichloro-4-(6-fluoro-2-azaspiro[3.3]heptan-2-yl)benzoyl]-2,4-dihydro-1,3-benzoxazin-8-yl]-5-fluoro-2-(3-oxa-8-azabicyclo[3.2.1]oct-8-yl)benzoic acid ClC1=C(C(=O)N2COC3=C(C2)C=CC=C3C3=CC(=C(C(=O)O)C=C3F)N3C2COCC3CC2)C(=CC(=C1)N1CC2(C1)CC(C2)F)Cl